ethyl (E)-3-(3,4-bis((2-(trimethylsilyl)ethoxy)methoxy)phenyl)-2-cyanoacrylate C[Si](CCOCOC=1C=C(C=CC1OCOCC[Si](C)(C)C)/C=C(/C(=O)OCC)\C#N)(C)C